i-propyltin oxide hydroxide [OH-].C(C)(C)[Sn+]=O